2-[2-[(1S,4aR,5R,8aS)-1-methyl-5-(2H-triazol-4-yl)-3,4,4a,5,6,7,8,8a-octahydro-1H-isoquinolin-2-yl]-2-oxoethyl]-3-chloro-4-methoxybenzonitrile C[C@@H]1N(CC[C@H]2[C@@H](CCC[C@H]12)C1=NNN=C1)C(CC1=C(C#N)C=CC(=C1Cl)OC)=O